CC1=CC=CC(=N1)C1=NNC=C1C=1N=C2C(=CC=NC2=CC1)NC(CC)=O N-[6-[3-(6-methyl-2-pyridyl)-1H-pyrazol-4-yl]-1,5-naphthyridin-4-yl]propanamide